C(C1=CC=CC=C1)OC1=C(C=C(C(=O)N)C=C1OCC1=CC=C(C=C1)OC)OC 4-(benzyloxy)-3-methoxy-5-((4-methoxybenzyl)oxy)benzamide